3-hydroxycyclobutane-1-amide OC1CC(C1)C(=O)N